C1(=CC=C(C=C1)[C@@H](C1=CC=CC=C1)N1C=NC=C1)C1=CC=CC=C1 |r| (±)-1-(α-biphenyl-4-yl-benzyl)-1H-imidazole